2-(benzo[b]thiophen-3-yl)-4,4,5,5-tetramethyl-1,3,2-dioxaborolane S1C2=C(C(=C1)B1OC(C(O1)(C)C)(C)C)C=CC=C2